CC(=O)N(CC(CO)O)C1=C(C(=C(C(=C1I)C(=O)NCC(CO)O)I)C(=O)NCC(CO)O)I The molecule is a benzenedicarboxamide compound having N-(2,3-dihydroxypropyl)carbamoyl groups at the 1- and 3-positions, iodo substituents at the 2-, 4- and 6-positions and an N-(2,3-dihydroxypropyl)acetamido group at the 5-position. It has a role as a radioopaque medium, an environmental contaminant and a xenobiotic. It is an organoiodine compound and a benzenedicarboxamide.